C1(CC1)C([C@@H](C(=O)NC1=NC(=C(C=C1)C=1C(=NNC1CC)C)F)NC(=O)C=1N(N=CC1)CCCS(=O)C)C1CC1 N-[(1S)-1-(dicyclopropylmethyl)-2-[[5-(5-ethyl-3-methyl-1H-pyrazol-4-yl)-6-fluoro-2-pyridyl]amino]-2-oxo-ethyl]-2-(3-methylsulfinylpropyl)pyrazole-3-carboxamide